Ethyl-N-tert-butoxycarbonyl-L-serine C(C)N([C@@H](CO)C(=O)O)C(=O)OC(C)(C)C